7-{(3S*)-1-[4-(4-{4-[2-(2,6-dioxopiperidin-3-yl)-1-oxo-2,3-dihydro-1H-isoindol-5-yl]piperazin-1-yl}butoxy)phenyl]piperidin-3-yl}-4-methyl-1H-indole-3-carbonitrile O=C1NC(CCC1N1C(C2=CC=C(C=C2C1)N1CCN(CC1)CCCCOC1=CC=C(C=C1)N1C[C@@H](CCC1)C=1C=CC(=C2C(=CNC12)C#N)C)=O)=O |o1:35|